CC1=CC=C(C=C1)C1=CC=C(C=C1)C 4,4'-bis(methyl)biphenyl